C(C)(C)(C)OC(CCC1=CC=C(C=2N1C=CN2)OC(C2=CC=C(C=C2)N/C(=N/C(=O)OC(C)(C)C)/NC(=O)OC(C)(C)C)=O)=O 5-[3-(tert-butoxy)-3-oxopropyl]imidazo[1,2-a]pyridin-8-yl-4-{[(1Z)-{[(tert-butoxy)carbonyl]amino}({[(tert-butoxy) carbonyl]imino})methyl]amino}benzoate